C1(CCCC1)OC1=C(C=C(C=C1)[C@H](C)NC1=NC=CC2=C1CN(C2=O)CC)F (S)-4-((1-(4-(cyclopentyloxy)-3-fluorophenyl)ethyl)amino)-2-ethyl-2,3-dihydro-1H-pyrrolo[3,4-c]pyridin-1-one